2-(2-phenylimidazo[4,5-b]pyridin-1-yl)ethane-hydroxamic acid C1(=CC=CC=C1)C=1N(C=2C(=NC=CC2)N1)CC(=O)NO